[Rb].[Ba].[Se].[B] boron selenium barium rubidium